α-deuterostyrene [2H]C(=C)C1=CC=CC=C1